6-[[4-(trifluoromethylthio)pyrazol-1-yl]methylene]-2-azaspiro[3.3]heptane-2-carboxylic acid tert-butyl ester C(C)(C)(C)OC(=O)N1CC2(C1)CC(C2)=CN2N=CC(=C2)SC(F)(F)F